Ethyl (3S)-3-(3-fluoro-4-methoxyphenyl)-3-(2-oxo-3-(pent-4-en-1-yl)azetidin-1-yl)propanoate FC=1C=C(C=CC1OC)[C@H](CC(=O)OCC)N1C(C(C1)CCCC=C)=O